2-((4-amino-3-(3-fluoro-5-hydroxyphenyl)-1H-pyrazolo[3,4-d]pyrimidin-1-yl)methyl)-3-phenyl-4H-chromen-4-one NC1=C2C(=NC=N1)N(N=C2C2=CC(=CC(=C2)O)F)CC=2OC1=CC=CC=C1C(C2C2=CC=CC=C2)=O